Methyl 4-Fluoro-3-hydroxybenzoate FC1=C(C=C(C(=O)OC)C=C1)O